O=C1OC(CC1C1CC2C(C(OC2=O)=O)C2=CC=CC=C12)=O 1,3,3a,4,5,9b-hexahydro-5-(tetrahydro-2,5-dioxo-3-furyl)naphtho[1,2-c]furan-1,3-dione